6-Fluoro-N-{[(3R,4S)-4-methyl-2-[6-methyl-3-(2H-1,2,3-triazol-2-yl)pyridin-2-carbonyl]-2-azabicyclo[3.1.1]heptan-3-yl]methyl}-1,3-benzothiazol-2-amin FC1=CC2=C(N=C(S2)NC[C@@H]2N(C3CC([C@@H]2C)C3)C(=O)C3=NC(=CC=C3N3N=CC=N3)C)C=C1